5-chloro-6-fluoro-1-iodo-imidazo[1,5-a]pyridine-7-sulfonyl chloride ClC1=C(C(=CC=2N1C=NC2I)S(=O)(=O)Cl)F